C(C(C(C(C(C(C(C([2H])([2H])[2H])([2H])[2H])([2H])[2H])([2H])[2H])([2H])[2H])([2H])[2H])([2H])[2H])(=O)[2H] n-octanal-d16